NC=1C=C2C=C(N=CC2=CC1C=1C(=CC(=NC1)C(CC)=O)C)Cl 1-(5-(6-amino-3-chloroisoquinolin-7-yl)-4-methylpyridin-2-yl)propan-1-one